(6-methylpyridazin-3-yl)picolinamide CC1=CC=C(N=N1)C=1C(=NC=CC1)C(=O)N